ClC=1C=C2C(=NC(N3C2=C(C1C1=C(C=C(C=C1)F)F)SCC3)=O)N3CCNC1(CNC1=O)C3 9-chloro-10-(2,4-difluorophenyl)-7-(1-oxo-2,5,8-triazaspiro[3.5]nonan-8-yl)-2,3-dihydro-5H-[1,4]thiazino[2,3,4-ij]quinazolin-5-one